(S)-2-(7-chloro-2-(methylsulfonyl)-1,2,3,4-tetrahydroisoquinolin-5-yl)pyrrolidine ClC1=CC(=C2CCN(CC2=C1)S(=O)(=O)C)[C@H]1NCCC1